O[C@]1(CC[C@@]2([C@H]3CC[C@@]4([C@H](CC[C@H]4[C@@H]3C[C@@H]([C@@H]2C1)O)[C@@H](CCC(=O)O)C)C)C)C1=CC=C(C=C1)C1=CC=CC=C1 (4R)-4-[(3S,5R,6S,8S,9S,10R,13R,14S,17R)-3,6-dihydroxy-10,13-dimethyl-3-(4-phenylphenyl)-1,2,4,5,6,7,8,9,11,12,14,15,16,17-tetradecahydrocyclopenta[a]phenanthren-17-yl]pentanoic acid